bis[4-(N,N-dimethylamino)phenyl]Ethylene CN(C)C1=CC=C(C=C1)C=CC1=CC=C(C=C1)N(C)C